N[N+]1=CC(=CC=C1)Cl Amino-3-chloropyridin-1-ium